6-methyl-2-(6-methyl-2-((1-(methylsulfonyl)piperidin-4-yl)amino)pyrido[3,4-d]pyrimidin-8-yl)-2-azaspiro[3.3]heptan-6-ol CC1(CC2(CN(C2)C2=NC(=CC3=C2N=C(N=C3)NC3CCN(CC3)S(=O)(=O)C)C)C1)O